CS(=O)(=O)C1=NC=C(C=N1)COC1=CC=C(C=C1)C=1N=CN(C1)C(=O)OC(C)(C)C tert-butyl 4-(4-((2-(methylsulfonyl)pyrimidin-5-yl)methoxy)phenyl)-1H-imidazole-1-carboxylate